Cl.O1N=C(C2=C1C=CC=C2)C2=C(C=CC(=C2)Br)[C@H](CC2=NC=CC=C2)N (S)-1-[2-(Benzo[d]isoxazol-3-yl)-4-bromophenyl]-2-(pyridine-2-yl)ethan-1-amine hydrochloride